(2S,3R)-2-(((benzyloxy)carbonyl)amino)-3-hydroxy-3-phenylpropanoic acid C(C1=CC=CC=C1)OC(=O)N[C@H](C(=O)O)[C@@H](C1=CC=CC=C1)O